NC1=NN=NN1C 5-amino-1-methyl-1H-tetrazole